ClC1=C(C=CC(=C1)C(F)(F)F)NC(CN1C=2N(C(C(=C1CC)N1CCNCC1)=O)N=C(N2)C=2CCOCC2)=O N-[2-chloro-4-(trifluoromethyl)phenyl]-2-[2-(3,6-dihydro-2H-pyran-4-yl)-5-ethyl-7-oxo-6-(piperazin-1-yl)-[1,2,4]triazolo[1,5-a]pyrimidin-4(7H)-yl]acetamide